1-Vinyl-3-propylaminoimidazole bromine [Br].C(=C)N1CN(C=C1)NCCC